N-((3-chloropyrazin-2-yl)methyl)-2-fluoro-3-methylbenzamide ClC=1C(=NC=CN1)CNC(C1=C(C(=CC=C1)C)F)=O